C(#N)C(C)(C)NC(=O)C1=NC=CC(=C1)NC(=O)C1(CCCC1)C N-(1-cyano-1-methyl-ethyl)-4-[(1-methylcyclopentanecarbonyl)amino]pyridine-2-carboxamide